C1(CC1)COCC(=O)Cl 2-(cyclopropylmethoxy)acetyl chloride